CC=1C=NC=CC1N1CC2C(C1)CN(C2)CC[C@@H]2OC(C1(C2)CCCCC1)=O (R)-3-(2-(5-(3-Methylpyridin-4-yl)hexahydropyrrolo[3,4-c]pyrrol-2(1H)-yl)ethyl)-2-oxaspiro[4.5]decan-1-on